C1(CC1)C(C(=O)O)O.BrC1=C(C(=CC(=C1)Br)Br)N1C(C=CC1=O)=O N-(2,4,6-Tribromophenyl)maleimide cyclopropyl-glycolate